FC(CN1N=NC2=C1C=C(C=C2)C2=CNC=1N=C(N=CC12)NC1CC(C1)(C)C1CN(CC1)C=O)F 3-((1s,3s)-3-((5-(1-(2,2-difluoroethyl)-1H-benzo[d][1,2,3]triazol-6-yl)-7H-pyrrolo[2,3-d]pyrimidin-2-yl)amino)-1-methylcyclobutyl)(pyrrolidin-1-yl)methanone